4-phenyl-2-(pyridin-2-yl)quinoline dibromide [Br-].[Br-].C1(=CC=CC=C1)C1=CC(=NC2=CC=CC=C12)C1=NC=CC=C1